N-t-butoxycarbonyl-phenylalanyl-tryptophan methyl ester COC([C@@H](NC([C@@H](NC(=O)OC(C)(C)C)CC1=CC=CC=C1)=O)CC1=CNC2=CC=CC=C12)=O